dithiobis(ethylene)bismaleimide C(CC=1C(=O)NC(C1)=O)SSCCC=1C(=O)NC(C1)=O